BrC1=C(C=C2C(=NC(=NC2=C1F)OCC12CC(CN2CC(C1)=C)=C)N1C[C@H]2CC[C@@H](C1)N2C(=O)OC(C)(C)C)Cl tert-butyl (1R,5S)-3-(7-bromo-6-chloro-2-((2,6-dimethylenetetrahydro-1H-pyrrolizin-7a(5H)-yl)methoxy)-8-fluoroquinazolin-4-yl)-3,8-diazabicyclo[3.2.1]octane-8-carboxylate